(R)-2-amino-5-(2-((4-aminoimidazo[2,1-f][1,2,4]triazin-7-yl)methyl)-3,4-dichlorophenoxy)pentanamide N[C@@H](C(=O)N)CCCOC1=C(C(=C(C=C1)Cl)Cl)CC1=CN=C2C(=NC=NN21)N